methyl (2R,7aS)-2-fluoro-6-methylenetetrahydro-1H-pyrrolizine-7a(5H)-carboxylate F[C@@H]1C[C@@]2(CC(CN2C1)=C)C(=O)OC